CS(=O)(=NC(C(F)(F)F)=O)C1=CC=C(C=C1)C=1N(C(C(=CN1)NCCCC1=CC=CC=C1)=O)CC(=O)OC(C)(C)C Tert-butyl 2-(2-(4-(S-methyl-N-(2,2,2-trifluoroacetyl)sulfonimidoyl)phenyl)-6-oxo-5-((3-phenylpropyl)amino)pyrimidin-1(6H)-yl)acetate